(1R,2R,3aS,10aR)-2-chloro-5-fluoro-1-[(1E,3ξ)-3-hydroxy-3-(3-phenyl-3-oxetanyl)-1-propen-1-yl]-2,3,3a,9,10,10a-hexahydro-1H-benzo[b]cyclopenta[f]oxepin-6-carboxylic acid Cl[C@@H]1C[C@H]2[C@H](CCC3=C(O2)C(=C(C=C3)C(=O)O)F)[C@H]1\C=C\C(C1(COC1)C1=CC=CC=C1)O